C1=C2C=3C(=CN=C2CC(=C1)C(=O)N)N=NN=NC=CC=CC=CC=CC=CC3 tetraazacycloheptadecino[17,16-c]quinoline-3-carboxamide